O1C(COCC1)COC1=NC(N2C(C3=CC=C(C=C3CC2)C=2NC3=CC=CC=C3C2)=C1)=O 2-([1,4]Dioxan-2-ylmethoxy)-9-(1H-indol-2-yl)-6,7-dihydro-pyrimido[6,1-a]isoquinolin-4-one